5-[1-(5-amino-2-pyridinyl)-3-(trifluoromethyl)pyrazol-4-yl]-N-[3-chloro-4-[(3R)-3-methyl-1,4-diazepan-1-carbonyl]phenyl]-1-methyl-imidazole-2-carboxamide NC=1C=CC(=NC1)N1N=C(C(=C1)C1=CN=C(N1C)C(=O)NC1=CC(=C(C=C1)C(=O)N1C[C@H](NCCC1)C)Cl)C(F)(F)F